BrC1=CC=C2C(=N1)N=C(N2)NCC2CCC(CC2)C (S)-(5-bromo-1H-imidazo[4,5-b]pyridin-2-yl)(4-methylcyclohexyl)methylamine